(R)-N-(1-(3-amino-5-(trifluoromethyl)phenyl)ethyl)-7-chloro-3-(4-ethylpiperazin-1-yl)-1,6-naphthyridin-5-amine NC=1C=C(C=C(C1)C(F)(F)F)[C@@H](C)NC=1C=2C=C(C=NC2C=C(N1)Cl)N1CCN(CC1)CC